FC1=C(C=C(C(=C1)F)F)C(C#N)C#N (2,4,5-trifluorophenyl)malononitrile